tellurium fluorine 2-chloro-5-fluoro-4-(3-(2-methoxypyridin-3-yl)phenyl)pyrimidine ClC1=NC=C(C(=N1)C1=CC(=CC=C1)C=1C(=NC=CC1)OC)F.[F].[Te]